4-[(5-tert.-Butyl-2-methylpyrazol-3-carbonyl)amino]-N-(1-cyano-1-methylethyl)pyridin C(C)(C)(C)C=1C=C(N(N1)C)C(=O)NC1=CCN(C=C1)C(C)(C)C#N